C1(CC1)C=1N=NN(C1)[C@H](C(=O)N1[C@@H](C[C@H](C1)O)C(=O)NC(CO)C1=CC=C(C=C1)S(=O)(=O)C)C(C)(C)C (2S,4R)-1-[(2S)-2-(4-cyclopropyltriazol-1-yl)-3,3-dimethyl-butanoyl]-4-hydroxy-N-[2-hydroxy-1-(4-methylsulfonylphenyl)ethyl]pyrrolidine-2-carboxamide